C(=O)O.ClC1=C(C(=CC=C1)Cl)N1CC(C1)C1=CC(=C(CN2CCC(CC2)(C(=O)O)C)C(=C1)C)C (4-(1-(2,6-dichlorophenyl)azetidin-3-yl)-2,6-dimethylbenzyl)-4-methyl-piperidine-4-carboxylic acid, formate salt